C1(CCCCC1)C1=C(C=C(C=C1)CO/N=C(\C)/C1=CC(=C(C=O)C=C1)CC)I 4-{(1E)-N-[(4-Cyclohexyl-3-iodophenyl)methoxy]ethanimidoyl}-2-ethylbenzaldehyde